CP(C1=C2N=CC=NC2=CC=C1NC=1C2=C(N=C(N1)NC1=CC(=C(C=3CCOC31)N3CCC(CC3)N3CCOCC3)C=3C=NN(C3)C)NC=C2)(C)=O dimethyl-(6-((2-((5-(1-methyl-1H-pyrazol-4-yl)-4-(4-morpholino-piperidin-1-yl)-2,3-dihydrobenzo-furan-7-yl)amino)-7H-pyrrolo[2,3-d]pyrimidin-4-yl)amino)quinoxalin-5-yl)phosphine oxide